NCCCC[C@H](C(=O)O)NC([C@@H](CC(C)C)NC[C@@H](CC1=CC=CC=C1)NC(N(C)C(CN)C1=CC=CC=C1)=O)=O (2R)-6-amino-2-[(2R)-2-[(2R)-2-{[(2-amino-1-phenylethyl)(methyl)carbamoyl]amino}-3-Phenylpropanylamino]-4-methylpentanoylamino]caproic acid